8-((2s,5r)-4-(1-(4-(dimethylphosphoryl)phenyl)ethyl)-2,5-dimethylpiperazin-1-yl)-5-methyl-6-oxo-5,6-dihydro-1,5-naphthyridine-2-carbonitrile CP(=O)(C)C1=CC=C(C=C1)C(C)N1C[C@@H](N(C[C@H]1C)C1=CC(N(C=2C=CC(=NC12)C#N)C)=O)C